BrC=1C=C(NC2(CCC3(C(N(C4=CC=C(C=C34)C3CC3)C)=O)CC2)C(=O)O)C=CC1 (1r,4r)-4-(3-bromoanilino)-5'-cyclopropyl-1'-methyl-2'-oxo-1',2'-dihydrospiro[cyclohexane-1,3'-indole]-4-carboxylic acid